F[C@@H]1CN(CC1)CC1=CC(=C2CN(C(C2=C1)=O)C1=CC(=CC=C1)[C@@H](CC1=NN=CN1C)C)C(F)(F)F 6-(((S)-3-fluoropyrrolidin-1-yl)methyl)-2-(3-((R)-1-(4-methyl-4H-1,2,4-triazol-3-yl)propan-2-yl)phenyl)-4-(trifluoromethyl)isoindolin-1-one